C(C)(C)(C)OC(=O)NC1=C(C=C(C=N1)NC(C(=O)OCC)=O)CC ethyl 2-((6-((tert-butoxycarbonyl)amino)-5-ethylpyridin-3-yl)amino)-2-oxoacetate